4-(4-amino-3-(4-phenoxyphenyl)-1H-pyrazolo[3,4-d]pyrimidin-1-yl)-3'-fluoro-[1,4'-bipiperidine]-1'-carboxylic acid tert-butyl ester C(C)(C)(C)OC(=O)N1CC(C(CC1)N1CCC(CC1)N1N=C(C=2C1=NC=NC2N)C2=CC=C(C=C2)OC2=CC=CC=C2)F